C(C)(C)OCCNCCCN1CCOCC1 N-(2-(isopropoxy)ethyl)-3-morpholinopropan-1-amine